4-amino-N-isobutyl-N-((6-(trifluoromethyl)imidazolo[1,2-a]pyridin-2-yl)methyl)-1,3-dihydrofurano[3,4-c]quinolin-8-carboxamide NC1=NC=2C=CC(=CC2C2=C1COC2)C(=O)N(CC=2N=C1N(C=C(C=C1)C(F)(F)F)C2)CC(C)C